C(C1=CC=CC=C1)SC1=NC2=NC=CN=C2C(=N1)NC=1C=C(C=CC1)C1C(C1)C(=O)OC methyl 2-[3-[(2-benzylsulfanylpteridin-4-yl)amino]phenyl]cyclopropanecarboxylate